COC=1C=C2CCN(CC2=CC1NC1=NC2=CC(=CC=C2C=N1)N1CC(C1)(O)C(F)(F)F)C (S and R)-1-{2-[(6-methoxy-2-methyl-1,2,3,4-tetrahydroisoquinolin-7-yl)amino]quinazolin-7-yl}-3-(trifluoromethyl)azetidin-3-ol